3-(6-(aminomethyl)-4,7-difluoro-1-oxoisoindolin-2-yl)piperidine-2,6-dione hydrochloride Cl.NCC1=CC(=C2CN(C(C2=C1F)=O)C1C(NC(CC1)=O)=O)F